3-methyl-2-[6-[(2R)-2-[2-(methylamino)ethyl]morpholin-4-yl]pyridazin-3-yl]-5-(trifluoromethyl)phenol CC=1C(=C(C=C(C1)C(F)(F)F)O)C=1N=NC(=CC1)N1C[C@H](OCC1)CCNC